tert-butyl 4-(6-((4-cyano-2-fluorobenzyl)oxy)-4-methoxypyridin-2-yl)piperazine-1-carboxylate C(#N)C1=CC(=C(COC2=CC(=CC(=N2)N2CCN(CC2)C(=O)OC(C)(C)C)OC)C=C1)F